FC1=C(C(=O)NC2=CC=CC(=N2)C(=O)O)C=CC(=C1)F 6-(2,4-difluorobenzoylamino)pyridine-2-carboxylic acid